(R)-N-(2-chloro-4-fluoro-3-((5-fluoro-3-methyl-4-oxo-3,4-dihydroquinazolin-6-yl)Amino)phenyl)-3-fluoropyrrolidine-1-sulfonamide ClC1=C(C=CC(=C1NC=1C(=C2C(N(C=NC2=CC1)C)=O)F)F)NS(=O)(=O)N1C[C@@H](CC1)F